N-(5-cyclohexyl-1H-pyrrolo[3,2-b]pyridin-3-yl)-5-phenoxy-1H-benzo[d]imidazol-2-amine C1(CCCCC1)C1=CC=C2C(=N1)C(=CN2)NC2=NC1=C(N2)C=CC(=C1)OC1=CC=CC=C1